2-(2,6-difluoro-4-((5-oxo-4-(4-(trifluoromethyl)phenyl)-4,5-dihydro-1H-1,2,4-triAzol-1-yl)methyl)phenoxy)-2-methylpropionic acid ethyl ester C(C)OC(C(C)(C)OC1=C(C=C(C=C1F)CN1N=CN(C1=O)C1=CC=C(C=C1)C(F)(F)F)F)=O